N-(4-butylphenyl)DIPHENYLAMINE C(CCC)C1=CC=C(C=C1)N(C1=CC=CC=C1)C1=CC=CC=C1